(S)-N-((3-chloro-5-methoxypyridin-2-yl)methyl)-4-(5-(5-fluoro-2-methoxypyridin-4-yl)-1H-pyrazole-3-carbonyl)-4-azaspiro[2.5]octane-7-carboxamide ClC=1C(=NC=C(C1)OC)CNC(=O)[C@H]1CCN(C2(CC2)C1)C(=O)C1=NNC(=C1)C1=CC(=NC=C1F)OC